C(C)(C)(C)OC(=O)N1CCC(CC1)CN1CC2(C1)CCN(CC2)C2=C(C=C(C(=C2)OC)[N+](=O)[O-])C=2C=NN(C2)C 4-((7-(5-methoxy-2-(1-methyl-1H-pyrazol-4-yl)-4-nitrophenyl)-2,7-diazaspiro[3.5]non-2-yl)methyl)piperidine-1-carboxylic acid tert-butyl ester